(R)-tert-Butyl 3-(((tert-butyldiphenylsilyl)oxy)methyl)-4-(4-(methoxycarbonyl)phenyl)piperazine-1-carboxylate [Si](C1=CC=CC=C1)(C1=CC=CC=C1)(C(C)(C)C)OC[C@H]1CN(CCN1C1=CC=C(C=C1)C(=O)OC)C(=O)OC(C)(C)C